COC=1C=C(C[C@@H]2[C@H](C(OC2)=O)CC2=CC(=C(C=C2)O)OCCC2=CC=CC=C2)C=CC1OC (3R,4R)-4-(3,4-dimethoxybenzyl)-3-(4-hydroxy-3-phenylethoxybenzyl)dihydrofuran-2(3H)-one